N1N=NN=C1C=1C=NC(=NC1)NC(C1=CC=C(C=C1)NS(=O)(=O)C)C1=CC=C(C=C1)F N-(4-(((5-(1H-tetrazol-5-yl)pyrimidin-2-yl)amino)(4-fluorophenyl)methyl)phenyl)methanesulfonamide